(3-chlorophenyl)-3-methoxypyridine-2-carboxylic acid ClC=1C=C(C=CC1)C1=C(C(=NC=C1)C(=O)O)OC